ClC=1C=C2C(=CC(=NC2=CC1)C(F)(F)F)N[C@@H]1C[C@@H](CCC1)NC(C1=CC(=CC=C1)O)=O N-[(1R,3S)-3-{[6-chloro-2-(trifluoromethyl)quinolin-4-yl]amino}cyclohexyl]-3-hydroxybenzamide